4-(5-((2,4-difluorophenyl)amino)-1-(ethylsulfonyl)-1H-indazol-6-yl)-6-methyl-1,6-dihydro-7H-pyrrolo[2,3-C]pyridin-7-one FC1=C(C=CC(=C1)F)NC=1C=C2C=NN(C2=CC1C=1C2=C(C(N(C1)C)=O)NC=C2)S(=O)(=O)CC